ClC1=NC=C(C(=C1)N1C[C@H](CCC1)NC(OC(C)(C)C)=O)C1=CC(=C(C=C1)F)N(C)C tert-butyl N-[(3S)-1-[2-chloro-5-[3-(dimethylamino)-4-fluoro-phenyl]-4-pyridyl]-3-piperidyl]carbamate